ClC=1C=C(OC[C@@H](/C=C/[C@H]2[C@@H](C[C@@H]3OC[C@H](CC[C@@H]32)COCC(=O)O)O)O)C=CC1F ({(3R,5aR,6R,7R,8aS)-6-[(1E,3R)-4-(3-chloro-4-fluorophenoxy)-3-hydroxy-1-buten-1-yl]-7-hydroxyoctahydro-2H-cyclopenta[b]oxepin-3-yl}methoxy)acetic acid